1-(3-ethynyl-3-hydroxyazetidin-1-yl)ethane-1-one C(#C)C1(CN(C1)C(C)=O)O